FC=1C=CC(=NC1C)C1=NNC=C1C=1N=C2C=C(C=NC2=CC1)C=1C=NN(C1)CC1(CC1)NC 1-[[4-[6-[3-(5-fluoro-6-methyl-2-pyridyl)-1H-pyrazol-4-yl]-1,5-naphthyridin-3-yl]pyrazol-1-yl]methyl]-N-methyl-cyclopropanamine